[C@H]12COC[C@@H]2C1NC(=O)C=1C=C(C2=C(C(CO2)(C2=CC=CC=C2)C)C1)C(=O)NC (+/-)-N5-((1R,5S,6r)-3-oxabicyclo[3.1.0]hexan-6-yl)-N7,3-dimethyl-3-phenyl-2,3-dihydrobenzofuran-5,7-dicarboxamide